N-(2-{3-[(4-methane-sulfonyl-2-methoxy-phenyl)amino]prop-1-yn-1-yl}-1-(2,2,2-trifluoroethyl)-1H-indol-4-yl)-4-methyl-piperazine-1-carboxamide CS(=O)(=O)C1=CC(=C(C=C1)NCC#CC=1N(C2=CC=CC(=C2C1)NC(=O)N1CCN(CC1)C)CC(F)(F)F)OC